ClC=1C(=NC(=NC1)N)N 5-chloro-pyrimidine-2,4-diamine